ethyl 3-(5-chloro-2-(1,1-dioxidoisothiazolidin-2-yl)isonicotinamido)-5-(tetrahydro-2H-pyran-4-yl)benzoate ClC1=CN=C(C=C1C(=O)NC=1C=C(C(=O)OCC)C=C(C1)C1CCOCC1)N1S(CCC1)(=O)=O